ClC=1C(=NC(=NC1)NC1=CC(=C(C=C1OC(C)C)N1CCN(CC1)CC1=C(C=CC=C1)NC1C(NC(CC1)=O)=O)C)NC1=C(C=CC=C1)S(=O)(=O)C(C)C 3-((2-((4-(4-((5-chloro-4-((2-(isopropylsulfonyl)phenyl)amino)pyrimidin-2-yl)amino)-5-isopropoxy-2-methylphenyl)piperazin-1-yl)methyl)phenyl)amino)piperidine-2,6-dione